COC1=C(C(=CC(=C1)C)C)C1=CC=C2C=CC(=NC2=N1)CC1N(CCOC1)C(=O)OC(C)(C)C tert-butyl 3-[[7-(2-methoxy-4,6-dimethyl-phenyl)-1,8-naphthyridin-2-yl]methyl]morpholine-4-carboxylate